OC1(CN(CCC1)C(=O)OC(C)(C)C)C#CC1=NC=CC2=CN=C(C=C12)NC1=CC=C(C=C1)S(=O)(=O)C tert-butyl 3-hydroxy-3-[2-[7-(4-methylsulfonylanilino)-2,6-naphthyridin-1-yl]ethynyl]piperidine-1-carboxylate